3-iodo-2-(6-methylpyridin-2-yl)-5,6-dihydroimidazo[1,2-a]Pyrazine-7(8H)-carboxylic acid tert-butyl ester C(C)(C)(C)OC(=O)N1CC=2N(CC1)C(=C(N2)C2=NC(=CC=C2)C)I